O=C(OCCOCCOCCN(C)C)N(CC=1SC=CC1)CC=1SC=CC1 10-oxo-12-(2-thienyl)-11-(2-thienylmethyl)-3,6,9-trioxa-11-aza-dodecyl-N,N-dimethylamine